N[C@@H]1[C@H](CCC1)NCCCCNC1=CC(=C(C=C1Cl)S(=O)(=O)NC1=NC=NS1)F 4-[(4-{[(1S,2S)-2-aminocyclopentyl]amino}butyl)amino]-5-chloro-2-fluoro-N-1,2,4-thiadiazol-5-ylbenzenesulfonamide